3,4-dimethyloxythiophene COC1=CSC=C1OC